4-[2-chloro-6-methyl-1-(4-methylbenzenesulfonyl)-7-oxopyrrolo[2,3-c]pyridin-4-yl]-5-(2,6-dimethylphenoxy)-1-methylpyridin-2-one ClC1=CC2=C(C(N(C=C2C2=CC(N(C=C2OC2=C(C=CC=C2C)C)C)=O)C)=O)N1S(=O)(=O)C1=CC=C(C=C1)C